tert-Butyl (5-(difluoromethyl)-2-((3-(1-methyl-2,3-dihydro-1H-pyrrolo[2,3-c]pyridin-5-yl)-1,2,4-thiadiazol-5-yl)amino)pyridin-3-yl)(methyl)carbamate FC(C=1C=C(C(=NC1)NC1=NC(=NS1)C=1C=C2C(=CN1)N(CC2)C)N(C(OC(C)(C)C)=O)C)F